aluminum tris(propionylacetone) C(CC)(=O)CC(C)=O.C(CC)(=O)CC(C)=O.C(CC)(=O)CC(C)=O.[Al]